C(C1=CC=CC=C1)OC(=O)NC1CN(CCCC1C=O)C(=O)OCC1=CC=CC=C1 Benzyl 3-(((benzyloxy) carbonyl) amino)-4-formylazepan-1-carboxylate